3-((S)-3-((R)-8-(4'-(aminomethyl)-4-(trifluoromethoxy)biphenyl-3-ylsulfonyl)-1-oxa-8-azaspiro[4.5]decan-3-ylamino)-2-hydroxypropoxy)-N-methylbenzenesulfonamide NCC1=CC=C(C=C1)C1=CC(=C(C=C1)OC(F)(F)F)S(=O)(=O)N1CCC2(C[C@H](CO2)NC[C@@H](COC=2C=C(C=CC2)S(=O)(=O)NC)O)CC1